Ethylhexahydropyrrolo[3,4-c]pyrrol C(C)C1NCC2C1=CNC2